O[C@@H](C(=O)N1CC2(CC2)C[C@H]1C(=O)N[C@@H](C[C@H]1C(NCC1)=O)C(COC(F)(F)F)=O)C(C)(C)C (S)-5-((R)-2-hydroxy-3,3-dimethylbutanoyl)-N-((S)-3-oxo-1-((S)-2-oxopyrrolidin-3-yl)-4-(trifluoromethoxy)butan-2-yl)-5-azaspiro[2.4]heptane-6-carboxamide